4-chlorobut-2-yn-1-ol ClCC#CCO